FC1([C@H](C2=C(N1)N(C=C2C(F)(F)F)C=2C=C(C(=C(C#N)C2)F)F)O)F (S)-5-(5,5-difluoro-4-hydroxy-3-(trifluoromethyl)-5,6-dihydropyrrolo[b]pyrrol-1(4H)-yl)-2,3-difluorobenzonitrile